C(CCCCCCCCCCCCCCCCC)OCCO 2-(octadecyloxy)ethan-1-ol